C(C)(C)(C)C1=CC=C(OCCCSCC=2NC(NC2)=S)C=C1 4-[(4-tert-Butylphenoxypropylsulfanyl)methyl]1,3-dihydroimidazole-2-thione